OC=1N=C2C(NC(N=C2N(C1)C(CC)CC)(N)NC1CCN(CC1)S(=O)(=O)C)=O 6-hydroxy-2-((1-(methylsulfonyl)piperidin-4-yl)amino)-8-(pentan-3-yl)pterin